NC=1N=CC(=NC1C1=CC(=NO1)C)C=1C=C(C=CC1C)[C@](CO)(C(F)(F)F)O (S)-2-(3-(5-Amino-6-(3-methylisoxazol-5-yl)pyrazin-2-yl)-4-methylphenyl)-3,3,3-trifluoropropane-1,2-diol